CC(CCOC(C)=O)CC(C)(C)C.O1CCN(CC1)C=1OC=2C(=NC(=C(C2)NC(=O)C2=NC(=CC=C2)C=2C=NNC2)N2CCCCC2)N1 N-(2-morpholino-5-(piperidin-1-yl)oxazolo[4,5-b]pyridin-6-yl)-6-(1H-pyrazol-4-yl)pyridine-2-carboxamide 3,5,5-Trimethylhexylacetat